methyl (S)-2-(1-(2,2-difluoropropyl)-8-methoxy-9-(2-methyl-2H-tetrazol-5-yl)-5,6-dihydropyrrolo[2,1-a]isoquinoline-3-carboxamido)-4,4,4-trifluoro-2-methylbutanoate FC(CC=1C=C(N2C1C1=CC(=C(C=C1CC2)OC)C=2N=NN(N2)C)C(=O)N[C@](C(=O)OC)(CC(F)(F)F)C)(C)F